2-(5-cyclopropyl-1,3,4-thiadiazol-2-yl)-N-(3-(fluoromethyl)oxetan-3-yl)-4-(4-isobutyrylpiperazin-1-yl)-2H-indazole-6-sulphonamide C1(CC1)C1=NN=C(S1)N1N=C2C=C(C=C(C2=C1)N1CCN(CC1)C(C(C)C)=O)S(=O)(=O)NC1(COC1)CF